C(C)N1C=[N+](C=C1)CC 1,3-diethyl-imidazolium